ClC=1C=CC2=C(C(C[C@@H](O2)C(=O)NC23C[C@@H](C(CC2)(CC3)NC(=O)C3=CN=C(O3)CC)O)=O)C1 N-[(2S)-4-{[(2R)-6-chloro-4-oxo-3,4-dihydro-2H-1-benzopyran-2-carbonyl]amino}-2-hydroxybicyclo[2.2.2]octan-1-yl]-2-ethyl-1,3-oxazole-5-carboxamide